[C@H]12C(=CC[C@H](C1(C)C)C2)C (-)-α-Pinen